C1(CC1)NC(=O)[C@@H]1CC[C@H](CC1)CNC1=CC=NC2=C(C=CC=C12)C trans-N-cyclopropyl-4-{[(8-methylquinolin-4-yl)amino]methyl}cyclohexane-1-carboxamide